CC1=NN2C(C=C(C(=C2)NC2=NC=C3N(C(N(C3=N2)C2(CCOCC2)C#C)=O)C([2H])([2H])[2H])C)=N1 2-((2,7-Dimethyl-[1,2,4]triazolo[1,5-a]pyridin-6-yl)amino)-9-(4-ethynyltetraHydro-2H-pyran-4-yl)-7-(methyl-d3)-7,9-dihydro-8H-purin-8-one